L-Leucic acid C([C@@H](O)CC(C)C)(=O)O